tert-butyl 2-((8,9-difluoro-6-oxo-1,4,5,6-tetrahydro-2H-pyrano[3,4-c]isoquinolin-1-yl)(methyl)carbamoyl)-5-fluoroindoline-1-carboxylate FC=1C(=CC=2C3=C(NC(C2C1)=O)COCC3N(C(=O)C3N(C1=CC=C(C=C1C3)F)C(=O)OC(C)(C)C)C)F